4,4'-thiobisselenophene S(C=1C=C[Se]C1)C=1C=C[Se]C1